C(#N)C1=CC=2NC(C(C2S1)(C)C)=O 2-cyano-6,6-dimethyl-4,6-dihydro-5H-thieno[3,2-b]pyrrol-5-one